SC=1N(C(=NN1)CCCO)C1=CC=CC2=CC=CC=C12 3-(5-mercapto-4-(naphthalen-1-yl)-4H-1,2,4-triazol-3-yl)propan-1-ol